NC1=NC(=C(C=2N1C(N(N2)CCC2=CC=C(C(=O)O)C=C2)=O)C2=CC(=NC(=C2)C)C)C2=CC=CC=C2 4-[2-[5-amino-8-(2,6-dimethyl-4-pyridinyl)-3-oxo-7-phenyl-[1,2,4]triazolo[4,3-c]pyrimidin-2-yl]ethyl]benzoic acid